Phosphinyl-guanidine chromium [Cr].[PH2](=O)NC(=N)N